5-CHLORO-6-HYDROXYINDOLE-3-CARBOXALDEHYDE ClC=1C=C2C(=CNC2=CC1O)C=O